tert-butyl (2-(4,6-dichloro-2-(methylthio)pyrimidin-5-yl)ethyl)carbamate ClC1=NC(=NC(=C1CCNC(OC(C)(C)C)=O)Cl)SC